C(OC1=C(C=C(C(=C1)[N+](=O)[O-])C(C)(C)C)C(C)(C)C)(OC)=O 5-nitro-2,4-di-tert-butylphenyl methyl carbonate